((3S,4R,8R,9S,10S)-9-(4-bromophenyl)-3,4-dimethoxy-6-((2-nitrophenyl)sulfonyl)-1,6-diazabicyclo[6.2.0]decan-10-yl)-N,N-dimethylmethylamine BrC1=CC=C(C=C1)[C@@H]1[C@@H]2CN(C[C@H]([C@H](CN2[C@@H]1CN(C)C)OC)OC)S(=O)(=O)C1=C(C=CC=C1)[N+](=O)[O-]